C(C)(C)(C)OC(=O)N1CCC2(CC1)CCN(CC2)C(C2=CC(=C(C=C2)OC)N2C(NC(CC2)=O)=O)=O.NC2=CC=C(C=C2)CCC2=CC=C(C=C2)N 1,2-bis(4-aminophenyl)ethane tert-butyl-9-(3-(2,4-dioxotetrahydropyrimidin-1(2H)-yl)-4-methoxybenzoyl)-3,9-diazaspiro[5.5]undecane-3-carboxylate